ClC1=C(C=C(C=C1)F)C1N(CC1)S(=O)(=O)C1=CC=C(C)C=C1 2-(2-chloro-5-fluorophenyl)-1-tosylazetidine